(S)-(2-Methyloxetan-2-yl)methanol C[C@@]1(OCC1)CO